C1(CC1)C1=NC2=C(C=CC=C2C(=N1)N1CCC(CC1)C1=C(C=CC=C1)OC)N(CCO)C 2-({2-cyclopropyl-4-[4-(2-methoxy-phenyl)-piperidin-1-yl]-quinazolin-8-yl}-methyl-amino)-ethanol